COC(=O)C1=NC=C(C=C1Cl)C#N 3-chloro-5-cyano-2-pyridinecarboxylic acid methyl ester